N-[6-cyclopropyl-2-[4-(hydroxymethyl)cyclohexyl]indazol-5-yl]-6-(trifluoromethyl)pyridine-2-carboxamide tert-Butyl-7-(bromomethyl)naphthalene-2-carboxylate C(C)(C)(C)OC(=O)C1=CC2=CC(=CC=C2C=C1)CBr.C1(CC1)C=1C(=CC2=CN(N=C2C1)C1CCC(CC1)CO)NC(=O)C1=NC(=CC=C1)C(F)(F)F